C(C)(C)(CC)C=1C(=C(C=C(C1)C(C)(C)CC)N1N=C2C(=N1)C=CC=C2)O 2-(3,5-di-tert-amyl-2-hydroxyphenyl)-2H-benzotriazole